(Z)-1-ethoxy-2-(hex-3-en-1-yloxy)-4-methylbenzene C(C)OC1=C(C=C(C=C1)C)OCC\C=C/CC